ClC1=CC=C(COC2=NN=C(S2)NC(C2=CN=C(C=C2N2CCOCC2)OC)=O)C=C1 N-(5-((4-chlorobenzyl)oxy)-1,3,4-thiadiazol-2-yl)-6-methoxy-4-morpholino-nicotinamide